5-(2-Azaspiro[3.3]heptan-6-ylmethyl)-3-(trifluoromethyl)-1,2,4-oxadiazole C1NCC12CC(C2)CC2=NC(=NO2)C(F)(F)F